1,5-bisdiphenylphosphinopentane C1(=CC=CC=C1)P(CCCCCP(C1=CC=CC=C1)C1=CC=CC=C1)C1=CC=CC=C1